(3R,4R)-1-(1-((1R)-(2,5-difluorophenyl)ethyl)-5,6-difluoro-1H-benzimidazol-2-yl)-4-fluoro-3-piperidinamine FC1=C(C=C(C=C1)F)CCN1C(=NC2=C1C=C(C(=C2)F)F)N2C[C@H]([C@@H](CC2)F)N